C(C)(C)(C)N1N=CC(=C1)NC(CC1=C(C=C(C=C1)OC1=CC=NC2=CC=C(C=C12)S(=O)(=N)C)F)=O N-(1-(tert-butyl)-1H-pyrazol-4-yl)-2-(2-fluoro-4-((6-(S-methylsulfonimidoyl)quinolin-4-yl)oxy)phenyl)acetamide